benzyl 4-[2-[3-[8-(3-amino-6-chloro-pyridazin-4-yl)-3,8-diazabicyclo[3.2.1]octan-3-yl]phenoxy]ethyl]piperazine-1-carboxylate NC=1N=NC(=CC1N1C2CN(CC1CC2)C=2C=C(OCCN1CCN(CC1)C(=O)OCC1=CC=CC=C1)C=CC2)Cl